ClC=1N=C(C2=C(N1)C(=CS2)C2=C(C=NN2C)C)N2[C@@H](COCC2)C (R)-4-(2-Chloro-7-(1,4-dimethyl-1H-pyrazol-5-yl)thieno[3,2-d]pyrimidin-4-yl)-3-methyl-morpholine